10,10'-dibromo-9,9'-bianthryl BrC1=C2C=CC=CC2=C(C2=CC=CC=C12)C=1C2=CC=CC=C2C(=C2C=CC=CC12)Br